N(=C=O)CCCC(C)N=C=O 1,4-diisocyanatopentane